OC(C1(CC1)C#N)C1=CC=C(C=C1)B1OC(C(O1)(C)C)(C)C 1-[hydroxy-[4-(4,4,5,5-tetramethyl-1,3,2-dioxaborolan-2-yl)phenyl]methyl]cyclopropanecarbonitrile